[3-Amino-5-hydroxy-5-(hydroxymethyl)-5,6,9,10-tetrahydro-4H-[1,2]oxazolo[3,4-c]pyrido-[4',3':3,4]pyrazolo[1,5-a]azepin-11(12H)-yl](3,4-dichlorophenyl)methanone NC=1ON=C2C=3N(CC(CC21)(CO)O)N=C2C3CN(CC2)C(=O)C2=CC(=C(C=C2)Cl)Cl